5-((2-hydroxy-2-methylpropyl)amino)-3-methyl-8-(4-(trifluoromethyl)phenyl)pyrido[4,3-d]pyrimidin-4(3H)-one OC(CNC1=NC=C(C=2N=CN(C(C21)=O)C)C2=CC=C(C=C2)C(F)(F)F)(C)C